N-(1-methyl-2-oxo-8-(2-azaspiro[3.5]nonan-2-yl)-2,3,4,5-tetrahydro-1H-benzo[b]azepin-3-yl)-4-phenoxypicolinamide CN1C2=C(CCC(C1=O)NC(C1=NC=CC(=C1)OC1=CC=CC=C1)=O)C=CC(=C2)N2CC1(C2)CCCCC1